(E)-3-(2-ethoxyvinyl)-7-(4-methoxybenzyl)-1-(trifluoromethyl)-6,7-dihydroimidazo[1,5-a]pyrazin-8(5H)-one C(C)O/C=C/C1=NC(=C2N1CCN(C2=O)CC2=CC=C(C=C2)OC)C(F)(F)F